N-(amino(2-(2-hydroxypropan-2-yl)thiazol-5-yl)(oxo)-λ6-sulfaneylidene)-2-(1,2,3,6,7,8-hexahydro-as-indacen-4-yl)acetamide NS(=NC(CC1=C2CCCC2=C2CCCC2=C1)=O)(=O)C1=CN=C(S1)C(C)(C)O